N1C=NC=C1C1=CN=C2C(N(C(=NN21)N2CC(C2)C)C(C)C)=O 7-(1H-imidazol-5-yl)-3-isopropyl-2-(3-methylazetidin-1-yl)imidazo[2,1-f][1,2,4]triazin-4(3H)-one